(R)-N-(l-1-(dibenzo[b,d]furan-2-yl)-2-methylpropyl)-2-methyl-propane-2-sulfinamide C1=C(C=CC=2OC3=C(C21)C=CC=C3)C(C(C)C)N[S@](=O)C(C)(C)C